3-(2-chloronicotinyl)-1-((2-(trimethylsilyl)ethoxy)methyl)-1H-pyrazole-5-carbonitrile ClC1=C(CC2=NN(C(=C2)C#N)COCC[Si](C)(C)C)C=CC=N1